OCCN1CC(CC2=C1C=NN(C2=O)CC2=CC=C(C=C2)OC)C 1-(2-hydroxyethyl)-6-(4-methoxybenzyl)-3-methyl-2,3,4,6-tetrahydropyrido[2,3-d]pyridazin-5(1H)-one